[Si-]1=[SiH][SiH]=CC=C1 trisilainide